6'-bromo-1'-methylspiro[cyclopentane-1,3'-indol]-2'-one BrC1=CC=C2C3(C(N(C2=C1)C)=O)CCCC3